[WH4].C(C)(C)C1=CC=CC1.C(C)(C)C1=CC=CC1 bis(isopropylcyclopentadiene) tungsten hydride